(S)-2,2-dimethyl-8-oxo-2,3,4,8-tetrahydropyrano[3,2-g]chromen-3-yl 4-(dimethylamino)phenylacetate CN(C1=CC=C(C=C1)CC(=O)O[C@@H]1C(OC2=CC3=C(C=C2C1)C=CC(O3)=O)(C)C)C